NS(=O)(=O)NC(=N)N aminosulfonyl-guanidine